tert-Butyl 8-(5-fluoro-2-(pyridin-4-yl)pyrido[3,4-d]pyrimidin-4-yl)-2,8-diazaspiro[4.5]decane-2-carboxylate FC1=CN=CC=2N=C(N=C(C21)N2CCC1(CCN(C1)C(=O)OC(C)(C)C)CC2)C2=CC=NC=C2